C[C@H]1C2(CCC3=CC=CC=C13)CC(CCC2)O methyl-(S)-3-hydroxy-3',4'-dihydro-1'H-spiro[cyclohexane-1,2'-naphthalen]